2-(cyclopropyl-methyl)-6-{2-[(1-methyl-1H-pyrazol-5-yl)amino]pyrimidin-4-yl}-2,3-dihydro-1H-isoindol-1-one C1(CC1)CN1C(C2=CC(=CC=C2C1)C1=NC(=NC=C1)NC1=CC=NN1C)=O